O1CCC(=CC1)C1=CC=2C(=NC=C(C2)C(=O)NC=2C=C(C=NC2C)NC(OC(C)(C)C)=O)N1COCC[Si](C)(C)C tert-butyl (5-(2-(3,6-dihydro-2H-pyran-4-yl)-1-((2-(trimethylsilyl)ethoxy)methyl)-1H-pyrrolo[2,3-b]pyridine-5-carboxamido)-6-methylpyridin-3-yl)carbamate